(1R,4R)-4-((5-amino-8-(pyridin-4-yl)pyrido[4,3-d]pyrimidin-2-yl)amino)cyclohexan-1-ol NC1=NC=C(C=2N=C(N=CC21)NC2CCC(CC2)O)C2=CC=NC=C2